tert-butyl 4-((5-(3-amino-6-(1H-pyrazol-1-yl)pyridin-2-ylamino)-2,3-dihydro-1H-inden-1-yl)methylene)piperidine-1-carboxylate NC=1C(=NC(=CC1)N1N=CC=C1)NC=1C=C2CCC(C2=CC1)C=C1CCN(CC1)C(=O)OC(C)(C)C